NS(=O)(=O)NC=C1CC=C(C=C1)C1=NOC(=C1)C=1C(=NC=C(N1)C1=CC=C(C=C1)S(=O)(=O)C(C)C)N 3-(3-(4-((aminosulfonyl)aminomethylene)phenyl)isoxazol-5-yl)-5-(4-(isopropylsulfonyl)phenyl)pyrazine-2-Amine